C(=O)O.NC1[C@H](C(CCC1)NC=1C=2N(N=CC1C(=NC1=C(C=C(C=C1)O)CC)N)C=C(C2)C=2C=NC(=CC2)OC)C 4-[[(2R)-3-amino-2-methyl-cyclohexyl]amino]-N'-(2-ethyl-4-hydroxy-phenyl)-6-(6-methoxy-3-pyridyl)pyrrolo[1,2-b]pyridazine-3-carboxamidine formic acid salt